I/C=C/C=C/[C@H]1OC(O[C@H]1C\C=C/CC)(C)C (4R,5S)-4-((1E,3E)-4-iodobut-1,3-dien-1-yl)-2,2-dimethyl-5-((Z)-pent-2-en-1-yl)-1,3-dioxolane